3-(methoxymethyl)-6-(naphthalen-2-yl)-4-oxo-4,5-dihydropyrazolo[1,5-a]pyrazine-2-carboxamide COCC=1C(=NN2C1C(NC(=C2)C2=CC1=CC=CC=C1C=C2)=O)C(=O)N